divinyl α-ketoglutarate O=C(C(=O)OC=C)CCC(=O)OC=C